3-[(9-phenyl-9H-fluoren-9-yl)phenyl]pyrene-1,6-diamine C1(=CC=CC=C1)C1(C2=CC=CC=C2C=2C=CC=CC12)C1=C(C=CC=C1)C=1C=C(C=2C=CC3=CC=C(C=4C=CC1C2C43)N)N